3-azaspiro[5.5]undecan-3-carboxylic acid C1CN(CCC12CCCCC2)C(=O)O